BrC(C(=O)NC=1C=C(C=C2C=CNC12)Br)C 2-Bromo-N-(5-bromo-1H-indol-7-yl)propionamide